C1(=CC=CC=C1)C1=NC(=NO1)C1=CC=C(C2=CC=CC=C12)CN1CC(C1)C(=O)O 1-((4-(5-phenyl-1,2,4-oxadiazol-3-yl)naphthalen-1-yl)methyl)azetidine-3-carboxylic acid